C(C(=C)C)(=O)OCCOC(NCC(CC(CCNC(OCCOC(C(=C)C)=O)=O)C)(C)C)=O 7,7,9-trimethyl-4,13-dioxo-3,14-dioxa-5,12-diazahexadecane-1,16-diol dimethacrylate